4-((4S,7S,10S,13S)-10-benzyl-7-isobutyl-15-methyl-13-((R)-2-methyloxirane-2-carbonyl)-2,5,8,11-tetraoxo-4-phenethyl-3,6,9,12-tetraazahexadecyl)morpholin-4-ium chloride [Cl-].C(C1=CC=CC=C1)[C@H](NC([C@@H](NC([C@@H](NC(C[NH+]1CCOCC1)=O)CCC1=CC=CC=C1)=O)CC(C)C)=O)C(N[C@@H](CC(C)C)C(=O)[C@@]1(OC1)C)=O